Ethyl-5-bromo-4-methoxy-1-methyl-6-oxo-1,6-dihydropyridine C(C)C=1N(C(C(=C(C1)OC)Br)=O)C